7-[[5-(4-methylpiperazin-1-yl)-2-pyridyl]amino]-4-(5,6,7,8-tetrahydroimidazo[1,2-a]pyrazin-3-yl)isoindolin-1-one CN1CCN(CC1)C=1C=CC(=NC1)NC=1C=CC(=C2CNC(C12)=O)C1=CN=C2N1CCNC2